[1-(2,6-dioxo-3-piperidinyl)-3-methyl-2-oxo-benzoimidazol-4-yl]oxopiperidine-1-carboxylic acid tert-butyl ester C(C)(C)(C)OC(=O)N1C(C(CCC1)C1=CC=CC=2N(C(N(C21)C)=O)C2C(NC(CC2)=O)=O)=O